C(C)OC=1C=C(C=CC1OC)[C@@H](CS(=O)(=O)C)N1C(C2=CC(=CC=C2C1)N1CCC(CC1)C1CCNCC1)=O 2-[(1S)-1-(3-ethoxy-4-methoxyphenyl)-2-methylsulfonylethyl]-6-[4-(4-piperidyl)-1-piperidyl]isoindolin-1-one